(R)-1,4-Dihydro-2,6-dimethyl-5-nitro-4-[thieno[3,2-c]pyridin-3-yl]-3-pyridinecarboxylic acid CC=1NC(=C([C@H](C1C(=O)O)C1=CSC2=C1C=NC=C2)[N+](=O)[O-])C